BrC=1C=C(C=CC1C)C=1NC(=CN1)C1=CC(=NC=C1)C(F)(F)F 4-(2-(3-bromo-4-methylphenyl)-1H-imidazol-5-yl)-2-(trifluoromethyl)pyridine